ethyl-6-bromo-5-((tert-butoxycarbonyl)amino)pyrazolo[1,5-a]pyridine C(C)C1=NN2C(C=C(C(=C2)Br)NC(=O)OC(C)(C)C)=C1